(methyl 5-((4-((5,7-dimethoxy-4-oxo-2-(3,4,5-trimethoxyphenyl)-4H-chromen-3-yl) oxy) butyl) thio)-1,3,4-oxadiazol-2-yl) 4-methoxybenzenesulfonate COC1=CC=C(C=C1)S(=O)(=O)OC1(OC(=NN1)SCCCCOC1=C(OC2=CC(=CC(=C2C1=O)OC)OC)C1=CC(=C(C(=C1)OC)OC)OC)C